2-((S)-2,2-dimethylcyclopropane-1-carbonyl)-6-(thiazole-5-carbonyl)-2,6-diazaspiro[3.4]octane-8-carbaldehyde CC1([C@H](C1)C(=O)N1CC2(C1)CN(CC2C=O)C(=O)C2=CN=CS2)C